{8-fluoro-2-[4-(3-Methoxyphenyl)piperazin-1-yl]-3-[2-methoxy-5-(trifluoromethyl)phenyl]-3,4-dihydroquinazolin-4-yl}acetic acid FC=1C=CC=C2C(N(C(=NC12)N1CCN(CC1)C1=CC(=CC=C1)OC)C1=C(C=CC(=C1)C(F)(F)F)OC)CC(=O)O